1-[(4aR,8aS)-4-(7H-Pyrrolo[2,3-d]pyrimidin-4-yl)hexahydro-2H-pyrido[4,3-b][1,4]oxazin-6(5H)-yl]prop-2-en-1-one N1=CN=C(C2=C1NC=C2)N2[C@H]1[C@@H](OCC2)CCN(C1)C(C=C)=O